trans-1-chloro-3,3,3-trifluoro-1-propene Cl\C=C\C(F)(F)F